sodium trichloromethanesulfonate ClC(S(=O)(=O)[O-])(Cl)Cl.[Na+]